CC(CCCCCCN1[C@@H](C[C@@H](C1)OC(C=C)=O)C(=O)OCCCCCCCC(=O)OC(CCCCCCCC)CCCCCCCC)(C(OCCCC(CCCCC)CCCCC)=O)C [8-(1-octylnonoxy)-8-oxo-octyl] (2S,4S)-1-[7,7-dimethyl-8-oxo-8-(4-pentyl nonoxy)octyl]-4-prop-2-enoyloxy-pyrrolidine-2-carboxylate